NC=1N=C(C(=NC1)C(=O)O)N diaminopyrazine-2-carboxylic acid